6-chloro-2-[(1S,2S)-2-(6-fluoro-2,3-dimethylphenyl)-1-(5-oxo-4H-1,3,4-oxadiazol-2-yl)propyl]-4-methyl-3H-1lambda6,2,4-benzothiadiazine-1,1-dione ClC=1C=CC2=C(N(CN(S2(=O)=O)[C@@H]([C@@H](C)C2=C(C(=CC=C2F)C)C)C=2OC(NN2)=O)C)C1